C1(CCCCC1)N1C(=NC2=C1C=CC=C2)NC2=CC=C(C(=O)NO)C=C2 4-((1-cyclohexyl-1H-benzo[d]imidazol-2-yl)amino)-N-hydroxybenzamide